N1=C(C=CC=C1)C1COC2=C1C=C(C=C2C(=O)N)C(=O)N 3-(pyridin-2-yl)-2,3-dihydrobenzofuran-5,7-dicarboxamide